OC(CCC(=O)[O-])CCC 4-hydroxyheptanoate